C(C)OC(=O)C1=NN(C(=C1)CO)C 5-(hydroxymethyl)-1-methyl-1H-pyrazole-3-carboxylic acid ethyl ester